tert-butyl (S)-(7-((5-fluoropyridin-2-yl)methoxy)-5-methyl-4-oxo-2,3,4,5-tetrahydrobenzo[b][1,4]oxazepin-3-yl)carbamate FC=1C=CC(=NC1)COC1=CC2=C(OC[C@@H](C(N2C)=O)NC(OC(C)(C)C)=O)C=C1